NC1=C2N(C(N(C2=NC=N1)C1CC(CCC1)O[Si](C1=CC=CC=C1)(C1=CC=CC=C1)C(C)(C)C)=O)C1=CC=C(CNC(C2=C(C=CC(=C2)F)OC)=O)C=C1 N-(4-(6-amino-9-(3-((tert-butyldiphenylsilyl)oxy)cyclohexyl)-8-oxo-8,9-dihydro-7H-purin-7-yl)benzyl)-5-fluoro-2-methoxybenzamide